tert-butyl 5-(1H-pyrazol-1-yl)indoline-1-carboxylate N1(N=CC=C1)C=1C=C2CCN(C2=CC1)C(=O)OC(C)(C)C